6-(tert-Butoxycarbonylamino)-1,4-difluoro-indan-2-carboxylic acid ethyl ester C(C)OC(=O)C1C(C2=CC(=CC(=C2C1)F)NC(=O)OC(C)(C)C)F